Cl.C1(CCCCC1)C(=O)N cyclohexanecarboxamide hydrochloride